FC(OC1=CC=2CC=3N(C2C=C1)C(C1=C(N3)C=NC=C1)=O)(F)F 9-trifluoromethoxypyrido[3',4':4,5]pyrimido[1,2-a]indol-5(11H)-one